[(3R)-1-(6-methylpyrimidin-4-yl)pyrrolidin-3-yl]methanone CC1=CC(=NC=N1)N1C[C@@H](CC1)C=O